5-{(3R)-1-[cyclopropyl(1H-1,2,4-triazol-5-yl)methyl]-5',6'-dihydrospiro[pyrrolidine-3,4'-pyrrolo[1,2-b]pyrazol]-2'-yl}-3-[(1R)-1-(2,6-difluorophenyl)ethoxy]pyridin-2-amine C1(CC1)C(N1C[C@]2(CCN3N=C(C=C32)C=3C=C(C(=NC3)N)O[C@H](C)C3=C(C=CC=C3F)F)CC1)C1=NC=NN1